4-hydroxy-10,10-dimethyl-1-phenyl-3-(2,2,2-trifluoroethan-1-on-1-yl)-10H-indeno[3,2-g]quinolin OC1=C(CN(C2=CC3=C(C=C12)C1=CC=CC=C1C3(C)C)C3=CC=CC=C3)C(C(F)(F)F)=O